C(C)S(=O)(=O)C1=CC=C(CC=2N(C3=CC=C(C=C3C2)C(=O)N)CCC2=CC=C(C=C2)C(F)(F)F)C=C1 (4-(Ethylsulfonyl)benzyl)-1-(4-(trifluoromethyl)phenethyl)-1H-indole-5-carboxamide